N-(2-((1R,5S,6r)-3-azabicyclo[3.1.0]hexan-6-yl)propan-2-yl)formamide hydrochloride Cl.[C@H]12CNC[C@@H]2C1C(C)(C)NC=O